7-chloroisoquinoline-1(2H)-one ClC1=CC=C2C=CNC(C2=C1)=O